4-(2-butenylidene)-3,5,5-trimethyl-2-cyclohexene C(C=CC)=C1C(=CCCC1(C)C)C